N-(4-Amino-1H-pyrazolo[4,3-c]pyridin-7-yl)-N'-[1-[2-fluoro-4-(1,1,2,2,2-pentafluoroethyl)phenyl]ethyl]-N'-methyl-oxamide Hydrogen chloride Cl.NC1=NC=C(C2=C1C=NN2)NC(=O)C(=O)N(C)C(C)C2=C(C=C(C=C2)C(C(F)(F)F)(F)F)F